FC1=C(C=C(C=C1)CN1CCCC1)C1=NC=2C=CNC(C2C(=C1)NC1=NC=C(C=C1)N1CCC(CC1)O)=O 2-[2-fluoro-5-(pyrrolidin-1-ylmethyl)phenyl]-4-[[5-(4-hydroxy-1-piperidyl)-2-pyridyl]amino]-6H-1,6-naphthyridin-5-one